N-(4-Hydroxybicyclo[2.2.2]octan-1-yl)-4-(7-methyl-1H-pyrrolo[3,2-c]pyridin-4-yl)benzamide OC12CCC(CC1)(CC2)NC(C2=CC=C(C=C2)C2=NC=C(C1=C2C=CN1)C)=O